CC1(OB(OC1(C)C)C1=CC=2N(C=C1)N=C(N2)N)C 7-(4,4,5,5-tetramethyl-1,3,2-dioxaborolan-2-yl)-[1,2,4]triazolo[1,5-a]pyridine-2-amine